6,6'-bis[5-(biphenyl-4-yl)-1,3,4-oxadiazol-2-yl]-2,2'-bipyridyl C1(=CC=C(C=C1)C1=NN=C(O1)C1=CC=CC(=N1)C1=NC(=CC=C1)C=1OC(=NN1)C1=CC=C(C=C1)C1=CC=CC=C1)C1=CC=CC=C1